C(C)(=O)OCC1=C(C(=CC=C1CC1=NC(CC2=CC(=C(C=C12)OCC1=CC=CC=C1)OC)([2H])[2H])OC)OCC1=CC=CC=C1 2-(benzyloxy)-6-((7-(benzyloxy)-6-methoxy-3,4-dihydroisoquinoline-1-yl-3,3-d2) Methyl)-3-methoxybenzyl acetate